4-(1-Methyl-4-(trifluoromethyl)-1H-imidazol-2-yl)bicyclo[2.2.2]octane-1-carboxylic acid methyl ester COC(=O)C12CCC(CC1)(CC2)C=2N(C=C(N2)C(F)(F)F)C